3-fluoro-N'-hydroxypicolinimidamide FC=1C(=NC=CC1)C(N)=NO